N-(4-aminobutyl)-2-((2-(2,6-dioxopiperidin-3-yl)-1,3-dioxoisoindolin-5-yl)oxy)acetamide NCCCCNC(COC=1C=C2C(N(C(C2=CC1)=O)C1C(NC(CC1)=O)=O)=O)=O